3,3'-thiodipropionic acid ditridecyl ester C(CCCCCCCCCCCC)OC(CCSCCC(=O)OCCCCCCCCCCCCC)=O